FC1=C2NC(C(=NC2=CC=C1CN1CCN(CC1)C=1C=CC(=NC1C)C(=O)NC)C)=O 5-[4-[(5-Fluoro-2-methyl-3-oxo-4H-quinoxalin-6-yl)methyl]piperazin-1-yl]-N,6-dimethyl-pyridine-2-carboxamide